2-((1-methylpropyl)amino)ethanol tert-butyl-7-(1-((2,7-dimethyl-2H-indazol-5-yl)carbamoyl)-2,3-dihydro-1H-pyrrolo[2,3-b]pyridin-4-yl)-4,7-diazaspiro[2.5]octane-4-carboxylate C(C)(C)(C)C1CC12N(CCN(C2)C2=C1C(=NC=C2)N(CC1)C(NC1=CC2=CN(N=C2C(=C1)C)C)=O)C(=O)OCCNC(CC)C